(R)-(5-cyclopropyl-1,3,4-oxadiazol-2-yl)(4-(4-(trifluoromethyl)pyrazolo[1,5-a]pyridin-2-yl)-6,7-dihydro-1H-imidazo[4,5-c]pyridin-5(4H)-yl)methanone C1(CC1)C1=NN=C(O1)C(=O)N1[C@H](C2=C(CC1)NC=N2)C2=NN1C(C(=CC=C1)C(F)(F)F)=C2